2,2,3-trimethyl-1-phenylbut-3-en-1-one CC(C(=O)C1=CC=CC=C1)(C(=C)C)C